COC=1C=C(C=CC1NCC#CC=1N(C2=CC=CC(=C2C1)NC1CCC(CC1)N1CC2C(C1)COC2)CC(F)(F)F)S(=O)(=O)N 3-methoxy-4-((3-(4-(((1S,4S)-4-(tetrahydro-1H-furo[3,4-c]pyrrol-5(3H)-yl)cyclohexyl)amino)-1-(2,2,2-trifluoroethyl)-1H-indol-2-yl)prop-2-yn-1-yl)amino)benzene-sulfonamide